[O-2].[Ce+3].[Co+2] cobalt-cerium oxide